{2-[2-(1H-pyrrol-1-yl)pyridin-4-yl]propan-2-yl}carbamic acid 1-azabicyclo[2.2.2]oct-3-yl ester N12CC(C(CC1)CC2)OC(NC(C)(C)C2=CC(=NC=C2)N2C=CC=C2)=O